ClC=1C=C(C=C(C1)Cl)[C@H](CC(=O)O)NC(=O)C=1C=NN(C1)CCCNC1=NC=CC=C1 (S)-3-(3,5-dichlorophenyl)-3-(1-(3-(pyridin-2-ylamino)propyl)-1H-pyrazole-4-carboxamido)propionic acid